2-methyl-1',2',3',6'-tetrahydro-[3,4'-bipyridine]-6-carboxamide CC1=NC(=CC=C1C=1CCNCC1)C(=O)N